(4-bromo-2-methyl-2H-indazol-7-yl)(imino)(methyl)-λ6-sulfanone BrC=1C2=CN(N=C2C(=CC1)S(=O)(C)=N)C